N=1NC=C2C1N=C(C=C2)C#N 2H-pyrazolo[3,4-b]pyridine-6-carbonitrile